C(CCCCCCCC)OCOCC/C=C/CC[Mg]Cl (3E)-6-(nonoxymethoxy)-3-hexenylmagnesium chloride